O1CCC(CC1)OC1=C(C(=O)N)C=CC=C1 2-((tetrahydro-2H-pyran-4-yl)oxy)benzamide